N'-(2-fluoro-4-chloro-phenyl)-4-[5-(trifluoromethyl)-1,2,4-oxadiazol-3-yl]benzoyl-hydrazine FC1=C(C=CC(=C1)Cl)NNC(C1=CC=C(C=C1)C1=NOC(=N1)C(F)(F)F)=O